C(#N)CC1(CN(C=CC=C1)S(=O)(=O)CC(F)(F)F)N1N=C(C(=C1)C=1C2=C(N=CN1)N(C=C2)COCC[Si](C)(C)C)C(=O)N 1-(3-(cyanomethyl)-1-((2,2,2-trifluoroethyl)sulfonyl)azepine-3-yl)-4-(7-((2-(trimethylsilyl)ethoxy)methyl)-7H-pyrrolo[2,3-d]pyrimidin-4-yl)-1H-pyrazole-3-carboxamide